CC1=NC(SC1)=O Methylthiazolinon